butyl α-isocyanatophenylacetate N(=C=O)C(C(=O)OCCCC)C1=CC=CC=C1